6-(tetrahydro-2H-pyran-4-yl)pyrido[4,3-d]pyrimidin-7(6H)-one O1CCC(CC1)N1C=C2C(N=CN=C2)=CC1=O